(S)-(2-amino-1-(3-hydroxy-2,6-dimethylphenyl)-5,6-dimethyl-1H-pyrrolo[2,3-b]pyridin-3-yl)(3-hydroxypiperidin-1-yl)methanone NC1=C(C=2C(=NC(=C(C2)C)C)N1C1=C(C(=CC=C1C)O)C)C(=O)N1C[C@H](CCC1)O